(1,2-difluoro-2-phenyl-vinyl)-benzene FC(=C(C1=CC=CC=C1)F)C1=CC=CC=C1